rac-N-{[4-(2,5-dimethyl-1,3-thiazol-4-yl)-2,5-dioxoimidazolidin-4-yl]methyl}-2-(4-fluorophenyl)-2H-1,2,3-triazole-4-carboxamide CC=1SC(=C(N1)[C@]1(NC(NC1=O)=O)CNC(=O)C1=NN(N=C1)C1=CC=C(C=C1)F)C |r|